N-(1-(3,6-Dicyano-1-methyl-2-oxo-1,2-dihydro-1,5-naphthyridin-4-yl)-3-methylpiperidin-4-yl)-N-methyl-4-(trifluoromethyl)benzamid C(#N)C=1C(N(C2=CC=C(N=C2C1N1CC(C(CC1)N(C(C1=CC=C(C=C1)C(F)(F)F)=O)C)C)C#N)C)=O